FC(C1=CC=C(C=C1)C1=C(C=CC=C1)NC(=O)C=1C(=NN(C1)C)C(F)F)(F)F N-(4'-trifluoromethyl-biphenyl-2-yl)-3-difluoromethyl-1-methyl-1H-pyrazole-4-carboxamide